6-methoxy-2-(4-(methoxymethoxy)-2-nitrophenyl)-2H-indazole COC=1C=CC2=CN(N=C2C1)C1=C(C=C(C=C1)OCOC)[N+](=O)[O-]